methyl-(E)-3-(4-((3-(2-ethylbenzoyl)-7-hydroxyquinolin-4-yl)oxy)-2-methylphenyl)acrylic acid C/C(/C(=O)O)=C\C1=C(C=C(C=C1)OC1=C(C=NC2=CC(=CC=C12)O)C(C1=C(C=CC=C1)CC)=O)C